n-eicosyl decyl ether C(CCCCCCCCC)OCCCCCCCCCCCCCCCCCCCC